C(C)(C)(C)N1N=C(C=2C1=NC=NC2N)C#C 1-(tert-butyl)-3-ethynyl-1H-pyrazolo[3,4-d]pyrimidin-4-amine